COC1=CC(=CC2=C1C(=NO2)NS(=O)(=O)C2=C(C=CC=C2)OC)CN2CCC(CC2)NC(C=C)=O N-(1-((4-methoxy-3-((2-methoxyphenyl)sulfonamido)benzo[d]isoxazol-6-yl)methyl)piperidin-4-yl)acrylamide